NC=1C2=C(C(NN1)=O)N(C=C2C=2C=CC(=NC2)CNC(C2=C(C=CC(=C2)F)OC)=O)[C@H]2[C@H](C2)F N-((5-(4-amino-1-((1R,2S)-2-fluorocyclopropyl)-7-oxo-6,7-dihydro-1H-pyrrolo[2,3-d]pyridazin-3-yl)pyridin-2-yl)methyl)-5-fluoro-2-methoxybenzamide